3-(6-(2-chlorophenoxy)pyridin-3-yl)azetidine-1-carboxylic acid tert-butyl ester C(C)(C)(C)OC(=O)N1CC(C1)C=1C=NC(=CC1)OC1=C(C=CC=C1)Cl